C(C)(C)(C)C1=CC=C(C=N1)C=1N=C2SCC(CN2C(C1C#N)=N)C 8-(6-tert-butylpyridin-3-yl)-6-imino-3-methyl-2H,3H,4H,6H-pyrimido[2,1-b][1,3]thiazine-7-carbonitrile